CN(C(=O)C=1C=NN2C1CN(CC2)C(NC2=CC(=C(C=C2)F)Cl)=O)C2(CC2)C=2C=C(C(=O)O)C=CC2 3-(1-{N-methyl-5-[(3-chloro-4-fluorophenyl)carbamoyl]-4H,5H,6H,7H-pyrazolo[1,5-a]pyrazine-3-amido}cyclopropyl)benzoic acid